2-(1-methoxycyclopropyl)acetic acid COC1(CC1)CC(=O)O